tert-butyl 3-hydroxy-3-(3-pyridyl)piperidine-1-carboxylate OC1(CN(CCC1)C(=O)OC(C)(C)C)C=1C=NC=CC1